COC=1C=C(C=CC1OC)C(C)C(C(=O)N)=C (1-(3,4-dimethoxyphenyl)ethyl)acrylamide